O\N=C(/N)\C1=CC(=C(CN(CCC(=O)OC(C)(C)C)C)C=C1)[N+](=O)[O-] Tert-butyl (Z)-3-((4-(N'-hydroxycarbamimidoyl)-2-nitrobenzyl)-(methyl)amino)propanoate